2-methoxy-5-(4-(methoxymethyl)tetrahydro-2H-pyran-4-yl)benzenesulfonyl chloride COC1=C(C=C(C=C1)C1(CCOCC1)COC)S(=O)(=O)Cl